2-[[4-[(E)-3-Phenylprop-2-enoyl]phenyl]carbamoyl]benzoic acid C1(=CC=CC=C1)/C=C/C(=O)C1=CC=C(C=C1)NC(=O)C1=C(C(=O)O)C=CC=C1